5-(2,4-difluorophenyl)-N-[2-[6-(2,5-dimethyl-3-pyridyl)-2-pyridyl]-2-(1-methylpyrazol-4-yl)propyl]isoxazole-3-carboxamide FC1=C(C=CC(=C1)F)C1=CC(=NO1)C(=O)NCC(C)(C=1C=NN(C1)C)C1=NC(=CC=C1)C=1C(=NC=C(C1)C)C